C(N)(=O)OCCCNC(OCC1=CC=CC=C1)=O benzyl (3-(carbamoyloxy)propyl)carbamate